C=1N=CN2C1C(=CC=C2)C=2N=CC(=NC2)N2C(N(C1=C2C(=CC=C1)C)CC(=O)O)=O 2-[3-(5-imidazo[1,5-a]pyridin-8-ylpyrazin-2-yl)-4-methyl-2-oxo-benzimidazol-1-yl]acetic acid